C(C)(=O)N1CCN2C=3C=CC=C([C@H](CCCCCNC([C@H]2C1)=O)N1C=NC(=CC1=O)C1=C(C=CC(=C1)Cl)N1N=NC(=C1)Cl)C3 (7R,15S)-5-acetyl-15-{4-[5-chloro-2-(4-chloro-1H-1,2,3-triazol-1-yl)phenyl]-6-oxo-1,6-dihydropyrimidin-1-yl}-2,5,9-triazatricyclo[14.3.1.02,7]eicosa-1(20),16,18-trien-8-one